C12C(C3CC(CC(C1)C3)C2)OCOC(=O)C2C3C=CC(C2)C3=O 5-(2-adamantyloxymethyloxycarbonyl)-7-oxo-bicyclo[2.2.1]Hept-2-ene